5-(Hydroxymethyl)-1-isopropyl-N'-(((R)-3-methyl-1,2,3,5,6,7-hexahydrodicyclopenta[b,e]pyridin-8-yl)carbamoyl)-1H-pyrazole-3-sulfonimidamide OCC1=CC(=NN1C(C)C)S(=O)(N)=NC(NC1=C2C(=NC3=C1CCC3)[C@@H](CC2)C)=O